(6S,7S)-7-amino-6-(3-bromo-2-fluorobenzyl)-5-azaspiro[2.4]heptane-5-carboxylic acid tert-butyl ester C(C)(C)(C)OC(=O)N1CC2(CC2)[C@@H]([C@@H]1CC1=C(C(=CC=C1)Br)F)N